(6Ar)-9-methyl-6-methylidene-3-(3-phenylpropyl)-6a,7,8,10a-tetrahydrobenzo[c]chromen-1-ol CC1=CC2[C@H](C(OC=3C=C(C=C(C23)O)CCCC2=CC=CC=C2)=C)CC1